arginine (arginate) N[C@@H](CCCNC(N)=N)C(=O)O.N[C@@H](CCCNC(N)=N)C(=O)O